C(C)(C)(C)OC(=O)N[C@@H](CO)C (R)-2-(tert-Butoxycarbonylamino)-1-propanol